O(C1=CC=CC=C1)C(=O)NC1=CC=C(C=C1)C=1CCN(CC1)C(=O)OC(C)(C)C tert-butyl 4-(4-((phenoxycarbonyl) amino)phenyl)-3,6-dihydropyridine-1(2H)-carboxylate